The molecule is a mancude carbobicyclic parent consisting of a cycloheptatriene and cyclopentadiene rings. It has a role as a plant metabolite and a volatile oil component. It is an ortho-fused bicyclic arene, a member of azulenes and a mancude carbobicyclic parent. C1=CC=C2C=CC=C2C=C1